ClC1=C(C(=O)N(C)C)C=CC(=C1)NC1CN(C1)C1CCN(CC1)C(C(C(F)(F)F)(O)C1CCCCC1)=O 2-chloro-4-(1-(1-(2-cyclohexyl-3,3,3-trifluoro-2-hydroxypropanoyl)piperidin-4-yl)azetidin-3-ylamino)-N,N-dimethylbenzamide